(R)-6-bromo-N-(4-(chlorodifluoromethoxy)phenyl)-4-methyl-3,4-dihydro-1H-benzo[4,5]imidazo[2,1-c][1,4]oxazine-8-carboxamide BrC1=CC(=CC=2N=C3COC[C@H](N3C21)C)C(=O)NC2=CC=C(C=C2)OC(F)(F)Cl